OCC#CC=1C=C2CCN(C(C2=CC1)C)C(=O)OC(C)(C)C tert-butyl 6-(3-hydroxyprop-1-yn-1-yl)-1-methyl-3,4-dihydroisoquinoline-2(1H)-carboxylate